C(C1=CC=CC=C1)OC1=NC(=CC=C1NC=1C=C(C=CC1)N1CCC(CC1)CN1CCN(CC1)C(=O)OC(C)(C)C)OCC1=CC=CC=C1 tert-butyl 4-((1-(3-((2,6-bis(benzyloxy)pyridin-3-yl)amino)phenyl)piperidin-4-yl)methyl)piperazine-1-carboxylate